S(=O)(=O)(O)C1=CC=C(C=C1)CC=O para-sulfophenylacetaldehyde